FC=1C(=NC(=NC1)N[C@@H]1CC[C@H](CC1)NC(C)=O)C1=CC(=CC=C1)N1C(COCC1)=O trans-N-(4-((5-fluoro-4-(3-(3-oxomorpholino)phenyl)pyrimidin-2-yl)amino)cyclohexyl)acetamide